NCC=1C=CC(=NC1)C1=C(C=C(C#N)C=C1)OC1=CN=NC(=C1)C1CC1 4-[5-(aminomethyl)pyridin-2-yl]-3-(6-cyclopropylpyridazin-4-yl)oxybenzonitrile